6-(4-(4-((2,6-dioxopiperidin-3-yl)amino)-2-fluorophenyl)piperazin-1-yl)hexanoic acid O=C1NC(CCC1NC1=CC(=C(C=C1)N1CCN(CC1)CCCCCC(=O)O)F)=O